NC1=C(C2=C(S1)C(=CC=C2C2=C(C=C1C(=NC(=NC1=C2F)OC[C@]21CCCN1C\C(\C2)=C/F)N2CCC(CCC2)C(=O)O)Cl)F)C#N 1-(7-(2-amino-3-cyano-7-fluorobenzo[b]thiophen-4-yl)-6-chloro-8-fluoro-2-(((S,Z)-2-(fluoromethylene)tetrahydro-1H-pyrrolizin-7a(5H)-yl)methoxy)quinazolin-4-yl)azepane-4-carboxylic acid